2-[3-[(1S)-2-[[(R)-(2-fluorophenyl)-[(3R)-1,2,3,4-tetrahydropyrido[2,3-b]pyrazin-3-yl]methyl]amino]-1-methyl-ethyl]phenyl]-2-methyl-propanoic acid FC1=C(C=CC=C1)[C@H]([C@H]1CNC2=C(N1)N=CC=C2)NC[C@@H](C)C=2C=C(C=CC2)C(C(=O)O)(C)C